(5-amino-4-methoxypyrimidin-2-yl)(6,7-dichloro-1-methyl-1,3,4,5-tetrahydro-2H-pyrido[4,3-b]indol-2-yl)methanone NC=1C(=NC(=NC1)C(=O)N1C(C2=C(NC=3C(=C(C=CC23)Cl)Cl)CC1)C)OC